2-(4-chlorophenyl)propan-2-amine ClC1=CC=C(C=C1)C(C)(C)N